((3,5-difluoro-4-((2-(trifluoromethoxy)pyrid-4-yl)oxy)benzyl)oxy)-6,7,10,11-tetrahydro-4H,8H-7a,10-methanopyrimido[6',1':2,3]pyrimido[6,1-c][1,4]oxazin-4-one FC=1C=C(COC=2C=NC(N3C2N2C4(COC(C2)C4)CC3)=O)C=C(C1OC1=CC(=NC=C1)OC(F)(F)F)F